6-(3-isopropyl-5-(1-methylpiperidin-4-yl)-1H-indol-2-yl)-7,8-dimethyl-[1,2,4]triazolo[4,3-a]pyridine C(C)(C)C1=C(NC2=CC=C(C=C12)C1CCN(CC1)C)C=1C(=C(C=2N(C1)C=NN2)C)C